(S)-((R)-1-(4-(4-fluoro-2-methyl-1H-indol-5-yloxy)-5-methylpyrrolo[2,1-f][1,2,4]triazin-6-yloxy)propan-2-yl)-2-aminopropanoate FC1=C2C=C(NC2=CC=C1OC1=NC=NN2C1=C(C(=C2)OC[C@@H](C)OC([C@H](C)N)=O)C)C